BrC=1C=C(CC=2C(C3=CC=CC=C3C(C2C)=O)=O)C=C(C1)Br 2-(3,5-dibromobenzyl)-3-methylnaphthalene-1,4-dione